C(C)(C)(C)OC(=O)N[C@H](C(=O)OC)CC1=CC=CC=2B(NCC21)O methyl (S)-2-((tert-butoxycarbonyl)amino)-3-(1-hydroxy-2,3-dihydro-1H-benzo[c][1,2]azaborol-4-yl)propanoate